2-(2-fluorostyryl)quinoline FC1=C(C=CC2=NC3=CC=CC=C3C=C2)C=CC=C1